4-(5-(1-Fluorocyclopropanecarboxamido)benzo[d]oxazol-2-yl)picolinic acid methyl ester COC(C1=NC=CC(=C1)C=1OC2=C(N1)C=C(C=C2)NC(=O)C2(CC2)F)=O